ClC1=CC=C(C=C1)CON1N=C(C=C1)C1CCN(CC1)CC1=NC2=C(N1CC1=CN=CN1CC)C=C(C=C2)C(=O)OC methyl 2-[(4-{1-[(4-chlorophenyl)methoxy]-1H-pyrazol-3-yl}piperidin-1-yl)methyl]-1-[(1-ethyl-1H-imidazol-5-yl)methyl]-1H-benzimidazole-6-carboxylate